C(#N)C1=CNC2=C(C=CC(=C12)C)NS(=O)(=O)C=1C=C(C(=O)OC)C=CC1 Methyl 3-(N-(3-cyano-4-methyl-1H-indol-7-yl)sulfamoyl)benzoate